O=C1NC(CCC1NC(C1=C(C=CC(=C1)NC(CN1CCNCC1)=O)F)=O)=O N-(2,6-dioxopiperidin-3-yl)-2-fluoro-5-(2-(piperazin-1-yl)acetamido)benzamide